OC1=CC2=C(C(/C(/O2)=C/C2=CC=C(C=C2)N2CCCC2)=O)C=C1 (2Z)-6-hydroxy-2-(4-pyrrolidin-1-ylbenzylidene)-1-benzofuran-3(2H)-one